ClC(C1=C(C=C(C=C1)NC(=O)C=1C(=NN(C1)CC(F)(F)F)C1CC1)OC(F)F)([2H])[2H] N-{4-[chloro(2H2)methyl]-3-(difluoromethoxy)phenyl}-3-cyclopropyl-1-(2,2,2-trifluoroethyl)-1H-pyrazole-4-carboxamide